(tert-butoxycarbonyl)amino bicyclo[1.1.1]pentan-1-carboxylate C12(CC(C1)C2)C(=O)ONC(=O)OC(C)(C)C